3-[3-(2-Chloro-6-methyl-4-pyridyl)-5-[3-(hydroxymethyl)-4-methyl-piperazin-1-yl]pyrazolo[1,5-a]pyrimidin-2-yl]benzonitrile ClC1=NC(=CC(=C1)C=1C(=NN2C1N=C(C=C2)N2CC(N(CC2)C)CO)C=2C=C(C#N)C=CC2)C